β-acetylphenylalanine C(C)(=O)C([C@H](N)C(=O)O)C1=CC=CC=C1